C1(=CC=CC=C1)C1=CC=C(C=N1)B(O)O 6-PHENYLPYRIDINE-3-BORONIC ACID